C(C)N1C[C@H](CC1)NC(=O)CC1=C(C=CC(=C1)F)S(=O)(=O)NC1=C(C2=C([C@@H]3[C@H](CO2)C3)C=C1)C(=O)O |&1:26,27| (1aRS,7bSR)-5-{2-[((S)-1-ethylpyrrolidin-3-ylcarbamoyl)-methyl]-4-fluorobenzenesulfonylamino}-1,1a,2,7b-tetrahydrocycloprop-[c]benzopyran-4-carboxylic acid